4-(2-amino-3-pyridyl)-N-(2-fluoro-5-nitro-phenyl)pyrimidin-2-amine NC1=NC=CC=C1C1=NC(=NC=C1)NC1=C(C=CC(=C1)[N+](=O)[O-])F